C1(CC1)N1C(=NC2=C1C=CC(=C2N2C[C@H](CC2)NC(OC(C)(C)C)=O)[N+](=O)[O-])C tert-butyl (S)-(1-(1-cyclopropyl-2-methyl-5-nitro-1H-benzo[d]imidazol-4-yl)pyrrolidin-3-yl)carbamate